FC=1C=C(CNC(=O)C=2C=NN(C2)C)C=CC1F N-(3,4-difluorobenzyl)-1-methyl-1H-pyrazole-4-carboxamide